O1COC2=C1C=CC(=C2)C(CC(=O)OC)C2=CC1=CC(=CC=C1C=C2)OCC(=O)NC2CCC(CC2)(C)C Methyl 3-(benzo[d][1,3]dioxol-5-yl)-3-(7-(2-((4,4-dimethylcyclohexyl)amino)-2-oxoethoxy)naphthalen-2-yl)propanoate